P(=O)(OC#CCC)([O-])[O-] butynyl phosphate